C(CCC(=O)O)(=O)O.C(CCC(=O)O)(=O)O.ClC=1C=CC(=C(CN2CC(OCC2)CN)C1)OCC (4-(5-chloro-2-ethoxybenzyl)morpholin-2-yl)methanamine disuccinate